C(C)OC(=O)C1(CCN(CC1)C(=O)OC(C)(C)C)CC1=NC=C(C=C1Br)Cl 4-[(3-bromo-5-chloro-2-pyridinyl)methyl]piperidine-1,4-dicarboxylic acid O1-tert-butyl ester O4-ethyl ester